(S)-4-(3-acetyl-5-chloro-2-ethoxy-6-fluorophenyl)pyrrolidin-2-one C(C)(=O)C=1C(=C(C(=C(C1)Cl)F)[C@@H]1CC(NC1)=O)OCC